1,1-dichloro-3-methyl-1,3-disilacyclobutane Cl[Si]1(C[SiH](C1)C)Cl